FC(/C=C/SC1=CC=CC=C1)F (E)-(3,3-difluoroprop-1-en-1-yl)(phenyl)sulfane